NC=1C(=C(C(=O)OC2=C(C(=C(C(=C2F)F)F)F)F)C=CC1OCC(F)(F)F)Cl (2,3,4,5,6-pentafluorophenyl) 3-amino-2-chloro-4-(2,2,2-trifluoroethoxy)benzoate